BrC=1C(=NC(=NC1)C#N)NC 5-Bromo-4-(methylamino)pyrimidine-2-carbonitrile